(±)-α-[(Tert-butylamino)methyl]-3,5-diacetyloxybenzyl alcohol acetate hydrochloride Cl.C(C)(=O)O[C@H](C1=CC(=CC(=C1)OC(C)=O)OC(C)=O)CNC(C)(C)C |r|